(3-(1-(4-(4-methylpyrimidin-5-yl)phenyl)ethyl)-1,2,3-oxadiazol-3-ium-5-yl)((3-(trifluoromethyl)phenyl)carbamoyl)amide CC1=NC=NC=C1C1=CC=C(C=C1)C(C)[N+]1=NOC(=C1)[N-]C(NC1=CC(=CC=C1)C(F)(F)F)=O